N1(CCCCC1)NC(=O)C1=NN(C(=C1C)C1=CC=C(C=C1)C#CCCCO)C1=C(C=C(C=C1)Cl)Cl 1-(2,4-Dichloro-phenyl)-5-[4-(5-hydroxy-pent-1-ynyl)-phenyl]-4-methyl-1H-pyrazole-3-carboxylic acid piperidin-1-ylamide